2-methoxyethoxy-ethyl glycidyl ether C(C1CO1)OCCOCCOC